N-(2-hydroxypyrimidin-5-yl)-2-(1H-imidazol-1-yl)-6-(trifluoromethyl)pyrimidine-4-carboxamide OC1=NC=C(C=N1)NC(=O)C1=NC(=NC(=C1)C(F)(F)F)N1C=NC=C1